(2S,4S)-N-((1H-PYRROLO[3,2-C]PYRIDIN-2-YL)METHYL)-1-((R)-2-AMINO-4-PHENYLBUTANOYL)-4-CYANOPYRROLIDINE-2-CARBOXAMIDE DITRIFLUOROACETATE FC(C(=O)O)(F)F.FC(C(=O)O)(F)F.N1C(=CC=2C=NC=CC21)CNC(=O)[C@H]2N(C[C@H](C2)C#N)C([C@@H](CCC2=CC=CC=C2)N)=O